P(=O)(OC1=CC=C(C=C1)C(C)(C)C)(OC1=CC=C(C=C1)C(C)(C)C)[O-].[Na+] sodium bis(4-t-butylphenyl) phosphate